[(1R)-1-(2,5-difluoro-3-pyridyl)ethyl] N-[5-(5-amino-6-chloro-2-pyridyl)-3-methyl-triazol-4-yl]carbamate hydrochloride Cl.NC=1C=CC(=NC1Cl)C1=C(N(N=N1)C)NC(O[C@H](C)C=1C(=NC=C(C1)F)F)=O